NC1=NC=2C=CC(=CC2C2=C1C=NN2C)C(=O)N(C)[C@@H]2CCC1=NC(=CC=C12)Br 4-amino-N-((5R)-2-bromo-6,7-dihydro-5H-cyclopenta[b]-pyridin-5-yl)-N,1-dimethyl-1H-pyrazolo[4,3-c]quinoline-8-carboxamide